4-(2-(4-methoxy-3-propoxyphenyl)-6-(methoxymethyl)pyrimidin-4-yl)-1,2-oxaborolan-2-ol COC1=C(C=C(C=C1)C1=NC(=CC(=N1)C1CB(OC1)O)COC)OCCC